(S)-6-(4-(4-acryloylmorpholin-2-yl)-6-chloropyridin-2-yl)-N-methylpyrimidine-4-carboxamide C(C=C)(=O)N1C[C@@H](OCC1)C1=CC(=NC(=C1)Cl)C1=CC(=NC=N1)C(=O)NC